C1(=CC=C(C=C1)C=1C=C2C=CC(=CC2=CC1)C(=O)O)C=1C=C2C=CC(=CC2=CC1)C(=O)O 6,6'-(1,4-phenylene)bis(2-naphthoic acid)